C(C)OC(=O)C=1N=C(N(C(C1OC)=O)C)C(C(C=1C=NN(C1)C)C1=C(C=CC=C1)C#N)F 2-(2-(2-cyanophenyl)-1-fluoro-2-(1-methyl-1H-pyrazol-4-yl)ethyl)-5-methoxy-1-methyl-6-oxo-1,6-dihydropyrimidine-4-carboxylic acid ethyl ester